FC(OC1=CC=C(C=C1)S(=O)(=O)N1N=C2C(=C1)CN(C2)C(CN2C(CC1=CC=CC=C21)=O)=O)F 1-(2-{2-[4-(difluoromethoxy)benzenesulfonyl]-2H,4H,5H,6H-pyrrolo[3,4-c]pyrazol-5-yl}-2-oxoethyl)-2,3-dihydro-1H-indol-2-one